NC1=CC=CC=2C(C3=C(C=CC=C3C(C12)=O)N)=O 1,5-diaminoanthraquinone